C(C1=CC=CC=C1)OCC1=C(N=NC(=C1C)C1=C(C=C(C=C1)C(F)(F)F)OCOC)Cl 4-((benzyloxy)methyl)-3-chloro-6-(2-(methoxymethoxy)-4-(trifluoromethyl)phenyl)-5-methylpyridazine